FC(C1=C(C=C(C(=O)O)C=C1)CO)F 4-(difluoromethyl)-3-(hydroxymethyl)benzoic acid